diacryloxy-4,4'-(hexafluoroisopropylidene)diphthalic acid C(C=C)(=O)OC1=C(C(=C(C(C(=O)O)=C1)C(=O)O)OC(C=C)=O)C(C(F)(F)F)(C(F)(F)F)C=1C=C(C(C(=O)O)=CC1)C(=O)O